FC=1C=C(NC2C(NC(CC2)=O)=O)C=C(C1CC(=O)N1CCN(CC1)CC1=C(C=C(C=C1OC)C=1C2=C(C(N(C1)C)=O)NN=C2)F)F 3-[3,5-difluoro-4-[2-[4-[[2-fluoro-6-methoxy-4-(6-methyl-7-oxo-1H-pyrazolo[3,4-c]pyridin-4-yl)phenyl]methyl]piperazin-1-yl]-2-oxo-ethyl]anilino]piperidine-2,6-dione